FC=1C=C(C=CC1)N1CC(C2=NC(=CC=C21)C(=O)N2C(CN(CC2)C2=NC(=C(C(=O)OC)C(=C2)C)C)(C)C)(C)C methyl 6-(4-(1-(3-fluorophenyl)-3,3-dimethyl-2,3-dihydro-1H-pyrrolo[3,2-b]pyridine-5-carbonyl)-3,3-dimethylpiperazin-1-yl)-2,4-dimethylnicotinate